C=C(C[C@@H](C(=O)O)N)C(=O)N The molecule is a non-proteinogenic L-alpha-amino acid that is L-glutamine in which the hydrogens attached to the carbon gamma to the carboxy group are replaced by a methylene group. It is a tautomer of a 4-methylene-L-glutamine zwitterion.